tert-butyl (8-carbamoyl-5-(o-tolyl)-2,3,4,9-tetrahydro-1H-carbazole-3-yl)carbamate C(N)(=O)C=1C=CC(=C2C=3CC(CCC3NC12)NC(OC(C)(C)C)=O)C1=C(C=CC=C1)C